2,4,6-triamino-pyridine NC1=NC(=CC(=C1)N)N